(E)-2-{4-[amino(2-pyridyl)methyl]-2-pyrrolylcarbonylamino}-5,5-dimethyl-3-hexenoic acid NC(C=1C=C(NC1)C(=O)NC(C(=O)O)\C=C\C(C)(C)C)C1=NC=CC=C1